BrC=1C=C(C=CC1F)NC(CSC1=CC=C(C=C1)N1C(=NC2=C(C=CC=C2C1=O)Cl)C)=O N-(3-bromo-4-fluorophenyl)-2-((4-(8-chloro-2-methyl-4-oxoquinazolin-3(4H)-yl)phenyl)thio)acetamide